N-((1r,4r)-4-(4-cyano-3-methoxyphenoxy)cyclohexyl)-6-(4-formylpiperidin-1-yl)pyridazine-3-carboxamide C(#N)C1=C(C=C(OC2CCC(CC2)NC(=O)C=2N=NC(=CC2)N2CCC(CC2)C=O)C=C1)OC